6-Chloro-3-[[(1R)-1-[2-[3-(1-hydroxy-1-methyl-ethyl)phenyl]-3,6-dimethyl-4-oxo-chromen-8-yl]ethyl]amino]-N-methylsulfonyl-pyridine-2-carboxamide ClC1=CC=C(C(=N1)C(=O)NS(=O)(=O)C)N[C@H](C)C=1C=C(C=C2C(C(=C(OC12)C1=CC(=CC=C1)C(C)(C)O)C)=O)C